L-2,4-diaminotoluene NC1=C(C)C=CC(=C1)N